BrC=1C=C(C=C(C1OC)C1=C(C=CC=C1C)C)C1OCCO1 2-(5-bromo-6-methoxy-2',6'-dimethyl-[1,1'-biphenyl]-3-yl)-1,3-dioxolane